7-(5-(5-bromo-2-methoxybenzylidene)-2,4-dioxathiazolidine-3-yl)heptanoic acid BrC=1C=CC(=C(C=C2ON(OS2)CCCCCCC(=O)O)C1)OC